2-chloro-5-[[5-(3,5-dichloro-4-fluoro-phenyl)-5-(trifluoromethyl)-4H-isoxazol-3-yl]amino]-N-(4-fluoro-3-pyridyl)benzamide ClC1=C(C(=O)NC=2C=NC=CC2F)C=C(C=C1)NC1=NOC(C1)(C(F)(F)F)C1=CC(=C(C(=C1)Cl)F)Cl